N1=C(C=CC=C1)OC(OC1=NC=CC=C1)=S di-2-pyridyl-thionocarbonate